BrC1=NN(C2=NC(=NC(=C21)NCC2=CC=C(C=C2)S(=O)(=O)N)N2CCCCC2)C 4-((3-Bromo-1-methyl-6-piperidino-1H-pyrazolo[3,4-d]pyrimidin-4-yl)aminomethyl)benzenesulfonamide